ClC1=C(C=CC=C1)N1C(N=C(C2=CC=C(C=C12)C1CC1)N[C@H](CO)C)=O 1-(2-Chlorophenyl)-7-cyclopropyl-4-(((S)-1-hydroxy-propan-2-yl)amino)quinazolin-2(1H)-one